NC1=NN2C(C=C(C=C2)C2=CC(=NC=C2OC[C@H]2CN(CC2)C)C#N)=C1 (R)-4-(2-aminopyrazolo[1,5-a]pyridin-5-yl)-5-((1-methylpyrrolidin-3-yl)methoxy)picolinonitrile